C(C)(C)(C)OC(=O)N1C[C@H](CC1)OC1CCN(CC1)S(NC(C1=C(C=C(C(=C1)C1CC1)OCC1CCCC1)F)=O)(=O)=O.NCCNCC[Si](OC)(OC)OC 2-[N-(2-aminoethyl)amino]ethyl-trimethoxysilane (S)-tert-butyl-3-((1-(N-(4-(cyclopentylmethoxy)-5-cyclopropyl-2-fluorobenzoyl)sulfamoyl)piperidin-4-yl)oxy)pyrrolidine-1-carboxylate